C[C@@H]1CN(C[C@H]2N1CCN(C2)CCC=2C=NC(=CC2)N2CC1(C2)OCCNC1)C1=C2C=CC=NC2=C(C=C1)C#N 5-[(4R,9aS)-4-methyl-8-[2-[6-(5-oxa-2,8-diazaspiro[3.5]nonan-2-yl)-3-pyridyl]ethyl]-3,4,6,7,9,9a-hexahydro-1H-pyrazino[1,2-a]pyrazin-2-yl]quinoline-8-carbonitrile